(2-trityl-2H-tetrazol-5-yl)methanol C(C1=CC=CC=C1)(C1=CC=CC=C1)(C1=CC=CC=C1)N1N=C(N=N1)CO